1,2,3,6-tetrahydrophthalonitrile C(C1C(C#N)CC=CC1)#N